CN(C)CC1C(CCCC1)(O)C1=CC=C(C=C1)F 2-((dimethylamino)methyl)-1-(4-fluorophenyl)cyclohexane-1-ol